bis(4-tert-butyl-3-hydroxy-2,6-dimethylbenzyl) dithiophthalate C(C=1C(C(=S)OCC2=C(C(=C(C=C2C)C(C)(C)C)O)C)=CC=CC1)(=S)OCC1=C(C(=C(C=C1C)C(C)(C)C)O)C